NC(C(CCC(=O)OC(C)(C)C)N1C(C2=C(C=C(C=C2C1)C1CCNCC1)OC)=O)=O tert-butyl 5-amino-4-[7-methoxy-1-oxo-5-(4-piperidyl)isoindolin-2-yl]-5-oxo-pentanoate